N1(CCCCCC1)C=1N=C(C2=C(C=NNC2=O)N1)NC1=CC=C(C=C1)N1CCN(CC1)CC(=O)O 2-(4-(4-((2-(azepan-1-yl)-5-oxo-5,6-dihydropyrimido[4,5-d]pyridazin-4-yl)amino)phenyl)piperazin-1-yl)acetic acid